COC=1C(C(C1NC=1C=NC=CC1)=O)=O 3-methoxy-4-(3-pyridylamino)cyclobut-3-ene-1,2-dione